ClC1=CC=C(C=N1)OC1=C2C(C=CNC2=CC(=C1)F)=O 5-((6-chloropyridin-3-yl)oxy)-7-fluoro-4-oxo-1,4-dihydroquinolin